C(C)(C)(C)OC(=O)N1[C@@H](C2=C(CC1)N=C(S2)C=O)C.FC=2C=C(C=C)C=CC2 M-fluorostyrene (R)-tert-butyl-2-formyl-4-methyl-6,7-dihydrothiazolo[5,4-c]pyridine-5(4H)-carboxylate